3-amino-5-((N,N-bis-tert-butoxycarbonylamino)methyl)-1H-pyrazole NC1=NNC(=C1)CN(C(=O)OC(C)(C)C)C(=O)OC(C)(C)C